Cl.Cl.NC=1N=CC(=NC1C1=CC(=NO1)C1=CC=C(C=C1)CNC(=N)N)C1=CC=C(C=C1)S(=O)(=O)N(C)C 4-(5-amino-6-(3-(4-(guanidinomethyl)phenyl)isoxazol-5-yl)pyrazin-2-yl)-N,N-dimethylbenzenesulfonamide dihydrochloride